1-(5-(3-cyclopropylphenyl)-1H-indol-3-yl)-3-(4-(trifluoromethyl)phenyl)urea C1(CC1)C=1C=C(C=CC1)C=1C=C2C(=CNC2=CC1)NC(=O)NC1=CC=C(C=C1)C(F)(F)F